F[C@@H]1[C@H](C1)C1=NC(=NO1)C=1C=CC(=C(C1)NC(=O)C1=CN=C2N1C=C(C=C2)C2=NN(C=C2)C)C N-(5-(5-((1R,2S)-2-fluorocyclopropyl)-1,2,4-oxadiazol-3-yl)-2-methylphenyl)-6-(1-methyl-1H-pyrazol-3-yl)imidazo[1,2-a]pyridine-3-carboxamide